(3S)-N-[3-[2-(3,3-difluoro-4-hydroxypyrrolidin-1-yl)-6-(morpholin-4-yl)pyridin-4-yl]-4-methylphenyl]-3-(2,2,2-trifluoroethyl)pyrrolidine-1-carboxamide FC1(CN(CC1O)C1=NC(=CC(=C1)C=1C=C(C=CC1C)NC(=O)N1C[C@@H](CC1)CC(F)(F)F)N1CCOCC1)F